(7-methoxy-4-methyl-1H-indol-1-yl)(4-methoxyphenyl)methanone COC=1C=CC(=C2C=CN(C12)C(=O)C1=CC=C(C=C1)OC)C